C(C(=C)C)(=O)OCC[SiH2]C(OC)OC methacryloyloxyethyl-dimethoxymethylsilane